(2,4-dimethoxybenzyl)-6-(((1S,2S,4S)-2-(dimethylamino)-4-(3-(trifluoromethyl)phenyl)cyclohexyl)oxy)-2-methyl-N-(pyrimidin-4-yl)pyridine-3-sulfonamide COC1=C(CC2=C(C(=NC(=C2)O[C@@H]2[C@H](C[C@H](CC2)C2=CC(=CC=C2)C(F)(F)F)N(C)C)C)S(=O)(=O)NC2=NC=NC=C2)C=CC(=C1)OC